4-chloro-N-[7,8-dichloro-6-(2,6-difluorophenyl)-4-methyl-4H-[1,2,4]triazolo[1,5-a][1,4]benzodiazepine-2-Yl]butanamide ClCCCC(=O)NC1=NN2C(C(N=C(C3=C2C=CC(=C3Cl)Cl)C3=C(C=CC=C3F)F)C)=N1